C1(=CC=CC=C1)C1=C(NC=2C1=NC=CC2)C2=C(C=NC=C2)OC[C@H]2N(CCC2)C(=O)OC(C)(C)C tert-butyl (2S)-2-({[4-(3-phenyl-1H-pyrrolo[3,2-b]pyridin-2-yl)pyridin-3-yl]oxy}methyl)pyrrolidine-1-carboxylate